N,N'-bis(2-hydroxy-ethyl)piperazine OCCN1CCN(CC1)CCO